O[C@@H](COC1=CC(=NC(=C1)[C@]1(COCC1)OC)N1N=C(C=2C=NC(=CC21)NC(C([2H])([2H])[2H])=O)C)C N-(1-(4-((R)-2-Hydroxypropoxy)-6-((R)-3-methoxytetrahydrofuran-3-yl)pyridin-2-yl)-3-methyl-1H-pyrazolo[4,3-c]pyridin-6-yl)acetamide-2,2,2-d3